N-(3-chloro-5-(methylsulfonylamino)phenyl)-1-(2-fluoro-6-(oxazol-5-ylmethoxy)phenyl)-1H-pyrazole-4-carboxamide ClC=1C=C(C=C(C1)NS(=O)(=O)C)NC(=O)C=1C=NN(C1)C1=C(C=CC=C1OCC1=CN=CO1)F